N-(5-(6,8-dioxo-2,7-diazaspiro[4.5]decane-2-carbonyl)benzo[d]thiazol-2-yl)acetamide O=C1C2(CCN(C2)C(=O)C=2C=CC3=C(N=C(S3)NC(C)=O)C2)CCC(N1)=O